(2R,3R,4R,5R,6R)-5-acetamido-2-(acetoxymethyl)-6-((6-aminohexyl)oxy)tetrahydro-2H-pyran-3,4-diacetic acid C(C)(=O)N[C@@H]1[C@@H]([C@H]([C@@H](O[C@H]1OCCCCCCN)COC(C)=O)CC(=O)O)CC(=O)O